3-chloro-5-methyl-6,7,8,9-tetrahydropyrido[3',2':4,5]pyrrolo[1,2-a]pyrazine ClC1=CC=2C(=C3N(CCNC3)C2N=C1)C